5-[bis(3-methoxybenzyl)aminocarbonyloxymethoxy]dimethylaminobenzylamine COC=1C=C(CN(C(=O)OCOC=2C=CC=C(CNN(C)C)C2)CC2=CC(=CC=C2)OC)C=CC1